CN1C(C(=CC(=C1)C=1C=NN(C1)C(C)C1=CC=CC=C1)C)=O 1,3-dimethyl-5-(1-(1-phenylethyl)-1H-pyrazol-4-yl)pyridin-2(1H)-one